(2S,5'R)-7-chloro-1',4-dimethoxy-5'-methyl-3,3'-dioxo-N'-[(2R)-2-tetrahydropyran-2-yloxypropionyl]spiro[benzofuran-2,6'-cyclohexene]-6-carboxylic acid hydrazide ClC1=C(C=C(C=2C([C@@]3([C@@H](CC(C=C3OC)=O)C)OC21)=O)OC)C(=O)NNC([C@@H](C)OC2OCCCC2)=O